tert-butyl 4-[7-fluoro-5-(2-methyl-1,3-benzoxazol-6-yl) indazol-2-yl]piperidine-1-carboxylate FC1=CC(=CC2=CN(N=C12)C1CCN(CC1)C(=O)OC(C)(C)C)C1=CC2=C(N=C(O2)C)C=C1